2-(4-(trifluoromethyl)phenyl)ethan FC(C1=CC=C(C=C1)CC)(F)F